N1CCC\C=C/CC1 (Z)-1,2,3,4,7,8-hexahydroazocin